O=S1(CC2=C(C1)C=C(C=C2)NC=2N=CC1=C(N2)N(C(C(=C1)C=1C=NN(C1)C)=O)[C@H]1[C@](CCC1)(C)O)=O 2-((2,2-dioxo-1,3-dihydrobenzo[c]thiophen-5-yl)amino)-8-((1R,2R)-2-hydroxy-2-methylcyclopentyl)-6-(1-methyl-1H-pyrazol-4-yl)pyrido[2,3-d]pyrimidin-7(8H)-one